(2S)-4,4-Difluoro-N-{4-[5-fluoro-7-{[(3S)-oxolan-3-yl]oxy}-3-(pyridin-2-yl)-1H-pyrrolo[3,2-b]pyridin-2-yl]pyridin-2-yl}-2-(4-fluorophenyl)butanamid FC(C[C@H](C(=O)NC1=NC=CC(=C1)C1=C(C2=NC(=CC(=C2N1)O[C@@H]1COCC1)F)C1=NC=CC=C1)C1=CC=C(C=C1)F)F